2-{4-[(2,6-dioxopiperidin-3-yl)carbamoyl]-2,6-dimethyl-1H-1,3-benzodiazol-1-yl}acetic acid hydrochloride Cl.O=C1NC(CCC1NC(=O)C1=CC(=CC=2N(C(=NC21)C)CC(=O)O)C)=O